Tert-Butyl N-(8-[[2-(2,6-Dioxopiperidin-3-Yl)-1,3-Dioxoisoindol-4-Yl]Amino]Octyl)-N-Methylcarbamate O=C1NC(CCC1N1C(C2=CC=CC(=C2C1=O)NCCCCCCCCN(C(OC(C)(C)C)=O)C)=O)=O